[Mn].[Co].[Ni].[Li] lithium nickel-cobalt manganese